2-(2,6-dioxopiperidin-3-yl)-5-(4-(1-(5-methoxy-2-(1-methyl-1H-pyrazole-4-yl)-4-nitrophenyl)piperidine-4-carbonyl)piperazin-1-yl)isoindoline-1,3-dione O=C1NC(CCC1N1C(C2=CC=C(C=C2C1=O)N1CCN(CC1)C(=O)C1CCN(CC1)C1=C(C=C(C(=C1)OC)[N+](=O)[O-])C=1C=NN(C1)C)=O)=O